cis-N1-((1R,2S)-2-(4-(4-chloro-2-fluorophenyl)piperazin-1-yl)cycloheptyl)-N4,N4-dimethylbenzene-1,4-disulfonamide ClC1=CC(=C(C=C1)N1CCN(CC1)[C@@H]1[C@@H](CCCCC1)NS(=O)(=O)C1=CC=C(C=C1)S(=O)(=O)N(C)C)F